NCCSSCCO 6-amino-3,4-dithia-hexanol